N,N'-para-phenylene-bis-maleimide C1(=CC=C(C=C1)N1C(C=CC1=O)=O)N1C(C=CC1=O)=O